2-Methyl-5-[5-(piperidin-4-yl)[1,3]thiazolo[5,4-d][1,3]thiazol-2-yl]-2H-indazol Trifluoroacetat FC(C(=O)O)(F)F.CN1N=C2C=CC(=CC2=C1)C=1SC=2N=C(SC2N1)C1CCNCC1